N-[(3-methoxy-2-methyl-phenyl)methyl]-1,2-dimethyl-N-[4-(2-trimethylsilyl-ethoxymethoxy)phenyl]pyrrole-3-carboxamide COC=1C(=C(C=CC1)CN(C(=O)C1=C(N(C=C1)C)C)C1=CC=C(C=C1)OCOCC[Si](C)(C)C)C